N-(but-3-en-1-yl)-N-(4-fluoro-2-(1-phenylvinyl)phenyl)-4-methylbenzenesulfonamide C(CC=C)N(S(=O)(=O)C1=CC=C(C=C1)C)C1=C(C=C(C=C1)F)C(=C)C1=CC=CC=C1